S(=O)(=O)([O-])[O-].[K+].OC1[C@H](N)[C@@H](O)[C@H](O)[C@H](O1)CO.[K+] D-glucosamine potassium sulfate